(R)-4-((1-(tert-butoxycarbonyl)pyrrolidin-3-yl)oxy)phthalic acid dimethyl ester COC(C=1C(C(=O)OC)=CC(=CC1)O[C@H]1CN(CC1)C(=O)OC(C)(C)C)=O